COC=1C(=NC=2C(N1)=NON2)NC2=CC(=CC=C2)OC(F)(F)F 6-METHOXY-N-(3-(TRIFLUOROMETHOXY)PHENYL)-[1,2,5]OXADIAZOLO[3,4-B]PYRAZIN-5-AMINE